C1(CCCCC1)C1N(CCC2=CC=CC=C12)C(C=C)=O 1-(1-cyclohexyl-1,2,3,4-tetrahydroisoquinolin-2-yl)prop-2-en-1-one